rac-tert-Butyl 4,4-difluoro-3-(4-(methoxycarbonyl)phenyl)piperidine-1-carboxylate FC1([C@@H](CN(CC1)C(=O)OC(C)(C)C)C1=CC=C(C=C1)C(=O)OC)F |r|